ClC=1C=C(CNC(C(C)(C)C2=NC(=NC=C2)C(F)F)=O)C=C(C1C1C(NC(CC1)=O)=O)Cl N-(3,5-dichloro-4-(2,6-dioxopiperidin-3-yl)benzyl)-2-(2-(difluoromethyl)pyrimidin-4-yl)-2-methylpropanamide